2-Bromo-N-ethyl-N-isopropylbenzamide BrC1=C(C(=O)N(C(C)C)CC)C=CC=C1